C(C)(C)(C)OC(=O)N1CCC(CC1)C(=O)N1OCC[C@H]1C1=CC=CC=C1 4-[(3S)-3-Phenylisoxazolidine-2-carbonyl]piperidine-1-carboxylic acid tert-butyl ester